1-(3,4,5-trimethoxyphenyl)ethan-1-one COC=1C=C(C=C(C1OC)OC)C(C)=O